C(C)[Si](OCCC)(OCCC)CC1=CC=CC=C1 ethyl-(benzyl)dipropoxysilane